bis(3-methylphenyl)-(1,1'-biphenyl)-4,4'-diamine CC=1C=C(C=CC1)C=1C(=C(C=CC1N)C1=CC=C(C=C1)N)C1=CC(=CC=C1)C